(R)-(4-(difluoromethyl)-2-(2-hydroxypropan-2-yl)oxazol-5-yl)(4-(4-(trifluoromethyl)pyrazolo[1,5-a]pyridin-2-yl)-6,7-dihydro-1H-imidazo[4,5-c]pyridin-5(4H)-yl)methanone FC(C=1N=C(OC1C(=O)N1[C@H](C2=C(CC1)NC=N2)C2=NN1C(C(=CC=C1)C(F)(F)F)=C2)C(C)(C)O)F